I(=O)(=O)O hydrogeniodate